O=C(O)CNC(=O)C1C=CC=CC=1I iodohippurate